IC=1N(C=2C=CC=C(C2C1)NC1CCC(CC1)N1CC2(C1)CCOCC2)CC(F)(F)F 2-iodo-N-[4-(7-oxa-2-azaspiro[3.5]nonan-2-yl)cyclohexyl]-1-(2,2,2-trifluoroethyl)indol-4-amine